6-methyl-4-[(1-methylcyclopropyl)amino]-N-[(3-methylphenyl)methyl]furo[2,3-d]pyrimidine-5-carboxamide CC1=C(C2=C(N=CN=C2NC2(CC2)C)O1)C(=O)NCC1=CC(=CC=C1)C